ClC1=CC(=CC=C1)OC 2-chloro-6-methoxybenzene